(2S)-2-amino-3,3-dicyclohexyl-N-[5-[3,5-dimethyl-1-(2-trimethylsilylethoxymethyl)pyrazol-4-yl]-6-fluoro-2-pyridinyl]acrylamide hydrochloride Cl.NC(C(=O)NC1=NC(=C(C=C1)C=1C(=NN(C1C)COCC[Si](C)(C)C)C)F)=C(C1CCCCC1)C1CCCCC1